(2S,4R)-N-(3-chloro-2-fluorobenzyl)-4-fluoropyrrolidine-2-carboxamide ClC=1C(=C(CNC(=O)[C@H]2NC[C@@H](C2)F)C=CC1)F